(cyclopropylsulfonyl)-4-nitro-1H-pyrazole C1(CC1)S(=O)(=O)N1N=CC(=C1)[N+](=O)[O-]